4-methoxy-8-((4-(4,4,5,5-tetramethyl-1,3,2-dioxaborolan-2-yl)benzyl)oxy)-1-naphthaldehyde COC1=CC=C(C2=C(C=CC=C12)OCC1=CC=C(C=C1)B1OC(C(O1)(C)C)(C)C)C=O